BrCC1=C(C(=O)OC)C=C(C=C1F)Cl methyl 2-(bromomethyl)-5-chloro-3-fluorobenzoate